ClC=1C=CC(=NC1)COC1=NN=C(S1)NC(=O)C=1C(=NC=CC1)N1CCOC(C1)C#N N-{5-[(5-chloro(2-pyridyl))methoxy](1,3,4-thiadiazol-2-yl)}(6-cyano-2-morpholin-4-yl(3-pyridyl))carboxamide